tert-Butyl 4-acetylbenzoate C(C)(=O)C1=CC=C(C(=O)OC(C)(C)C)C=C1